5'-((3-endo)-3-amino-8-azabicyclo[3.2.1]octane-8-carbonyl)-3-fluoro-2'-(6-fluoro-1-propyl-1H-benzo[d][1,2,3]triazol-5-yl)-[1,1'-biphenyl]-4-carbonitrile NC1CC2CCC(C1)N2C(=O)C=2C=CC(=C(C2)C2=CC(=C(C=C2)C#N)F)C2=CC1=C(N(N=N1)CCC)C=C2F